O=C1NC(CCC1N1C(C2=CC=CC(=C2C1=O)NCCOCCOCCNC(CN1CCN(CC1)CCNC(=O)C=1C(OC2=CC=C(C=C2C1)O)=O)=O)=O)=O N-(2-(4-(2-((2-(2-(2-((2-(2,6-dioxopiperidin-3-yl)-1,3-dioxoisoindolin-4-yl)amino)ethoxy)ethoxy)ethyl)amino)-2-oxoethyl)piperazin-1-yl)ethyl)-6-hydroxy-2-oxo-2H-chromene-3-carboxamide